cis-3-amino-1-(trifluoromethyl)cyclohexanol N[C@@H]1C[C@@](CCC1)(O)C(F)(F)F